C1(CC1)C(C)(O)C1=CC(=C(C=C1O)CC(=O)NC1=CC(=NC=C1)C(=O)NC1(CC1)C(F)(F)F)F 4-[[2-[4-(1-Cyclopropyl-1-hydroxy-ethyl)-2-fluoro-5-hydroxy-phenyl]acetyl]amino]-N-[1-(trifluoromethyl)cyclopropyl]pyridine-2-carboxamide